BrC=1C=C2C(C(NC2=CC1)=O)(C1=NC=CC=C1)O 5-bromo-3-hydroxy-3-(pyridin-2-yl)indol-2-one